C(CCC)OC(C1CCN(CC1)C1=CC=C(C=N1)C=1CCN(CC1)C(=O)OCC1=CC=CC=C1)OCCCC Benzyl 6-[4-(dibutoxymethyl)piperidin-1-yl]-3',6'-dihydro[3,4'-bipyridine]-1'(2'H)-carboxylate